(3-[2-(DIPROPYLAMINO)ETHOXY]PHENYL)BORANEDIOL C(CC)N(CCOC=1C=C(C=CC1)B(O)O)CCC